C(C)(C)C1=NOC(=N1)N1CCC(CC1)C(C)OC=1SC2=NC(=CC=C2N1)C=1C=NC(=NC1)S(=O)(=O)C 3-isopropyl-5-(4-(1-((5-(2-(methylsulfonyl)pyrimidin-5-yl)thiazolo[5,4-b]pyridin-2-yl)oxy)ethyl)piperidin-1-yl)-1,2,4-oxadiazole